ClC=1C=C2C(=NC(=NC2=C(C1)F)F)N1C[C@H]2CC[C@@H](C1)N2C(=O)OC(C)(C)C tert-Butyl (1R,5S)-3-(6-chloro-2,8-difluoroquinazolin-4-yl)-3,8-diazabicyclo[3.2.1]octane-8-carboxylate